[Si](C)(C)(C(C)(C)C)OC1=CC=C2C3=C(C(OC2=C1)=O)C=C(C=C3)OC3COCC3 3-((tert-butyldimethylsilyl)oxy)-8-((tetrahydrofuran-3-yl)oxy)-6H-benzo[c]chromen-6-one